3-Aminopropyl(ditetradecanoxymethylsilan) NCCC[SiH2]C(OCCCCCCCCCCCCCC)OCCCCCCCCCCCCCC